dimethoxyphthalide COC1(OC(=O)C2=CC=CC=C12)OC